methyl 2-[(3-chloro-2-ethoxyphenyl)amino]-6-(prop-1-en-2-yl)pyridine-3-carboxylate ClC=1C(=C(C=CC1)NC1=NC(=CC=C1C(=O)OC)C(=C)C)OCC